3-(6-methoxypyrazin-2-yl)-3-(5-(2-(5,6,7,8-tetrahydro-1,8-naphthyridin-2-yl)ethoxy)-1H-indazol-1-yl)propanoic acid COC1=CN=CC(=N1)C(CC(=O)O)N1N=CC2=CC(=CC=C12)OCCC1=NC=2NCCCC2C=C1